NC1=NC=CC2=C1CC[C@H]2NC(=O)C=2C(=NN(C2)CC=2C(=NC(=CC2)N2CC1CC1C2)C)OC N-[(5R)-1-amino-5H,6H,7H-cyclopenta[c]pyridin-5-yl]-1-[(6-{3-azabicyclo[3.1.0]hex-3-yl}-2-methylpyridin-3-yl)methyl]-3-methoxy-1H-pyrazole-4-carboxamide